N-((S)-(3-chloro-2,4-difluorophenyl)(trans-4-(trifluoromethyl)cyclohexyl)methyl)-3-oxopiperazine-1-carboxamide ClC=1C(=C(C=CC1F)[C@@H](NC(=O)N1CC(NCC1)=O)[C@@H]1CC[C@H](CC1)C(F)(F)F)F